4-trifluoromethoxy-benzenesulfonamide FC(OC1=CC=C(C=C1)S(=O)(=O)N)(F)F